4-(1-(2,2-difluoroethyl)-4-((5,7-dimethyl-1H-indol-4-yl)methyl)piperidin-3-yl)benzoic acid FC(CN1CC(C(CC1)CC1=C2C=CNC2=C(C=C1C)C)C1=CC=C(C(=O)O)C=C1)F